FC(C1=NN=C(O1)C(=O)N1CC(CCC1)COC1=CC=CC=C1)(C1=CC=CC=C1)F (5-(difluoro(phenyl)methyl)-1,3,4-oxadiazol-2-yl)(3-(phenoxymethyl)piperidin-1-yl)Methanone